(2S,4R)-1-((S)-2-amino-3,3-dimethylbutanoyl)-N-((R)-2-(dimethylamino)-1-(4-(4-methylthiazol-5-yl)phenyl)ethyl)-4-hydroxypyrrolidine-2-carboxamide N[C@H](C(=O)N1[C@@H](C[C@H](C1)O)C(=O)N[C@@H](CN(C)C)C1=CC=C(C=C1)C1=C(N=CS1)C)C(C)(C)C